N,N-Dimethyl-1-(2-tosyl-2,3-dihydro-1H-pyrrolo[3,4-c]pyridin-6-yl)methanamine CN(CC1=CC2=C(C=N1)CN(C2)S(=O)(=O)C2=CC=C(C)C=C2)C